C(C)(C)(C)OC(=O)N1[C@H](CN(CC1)C=1C2=C(N=C(N1)OC[C@H]1N(CCC1)C)CN(CC2)C2=C1C=CN=CC1=CC=C2)CC#N (S)-2-(cyanomethyl)-4-{7-(isoquinolin-5-yl)-2-[((S)-1-methylpyrrolidin-2-yl)methoxy]-5,6,7,8-tetrahydropyrido[3,4-d]pyrimidin-4-yl}piperazine-1-carboxylic acid tert-butyl ester